ClC(C(=O)NC=1C=C2C(=NC=NC2=CC1C#C[C@@]12CN(C[C@H]2C1)C)NC1=C(C(=CC=C1)Cl)F)F 2-chloro-N-[4-(3-chloro-2-fluoro-anilino)-7-[2-[(1R,5S)-3-methyl-3-azabicyclo[3.1.0]hexan-1-yl]ethynyl]-quinazolin-6-yl]-2-fluoro-acetamide